C(C1CO1)N1C(N(C(N(C1=O)CC1CO1)=O)CC1CO1)=O 1,3,5-tris-(2,3-epoxypropyl)-1,3,5-triazine-2,4,6(1H,3H,5H)-trione